2'-chloro-N-[5-(5-ethyl-1-methyl-1H-pyrazole-3-carbonyl)-4H,5H,6H-pyrrolo[3,4-d][1,3]thiazol-2-yl]-5'-methoxy-6-methyl-[4,4'-bipyridine]-3-carboxamide ClC1=NC=C(C(=C1)C1=C(C=NC(=C1)C)C(=O)NC=1SC2=C(N1)CN(C2)C(=O)C2=NN(C(=C2)CC)C)OC